4-(2-(4-(benzyloxy)phenyl)acetamido)-1-(3'-chloro-[1,1'-biphenyl]-4-carbonyl)piperidine-4-carboxamide C(C1=CC=CC=C1)OC1=CC=C(C=C1)CC(=O)NC1(CCN(CC1)C(=O)C1=CC=C(C=C1)C1=CC(=CC=C1)Cl)C(=O)N